O=C1NC(CCC1N1C(N(C2=C1C=CC=C2N2CCC(CC2)N(CCN2N=C1C=C(C(=CC1=C2)NC(=O)C=2C=NN1C2N=CC=C1)OC)C)C)=O)=O N-[2-[2-[[1-[1-(2,6-dioxo-3-piperidyl)-3-methyl-2-oxo-benzimidazol-4-yl]-4-piperidyl]-methyl-amino]ethyl]-6-methoxy-indazol-5-yl]pyrazolo[1,5-a]pyrimidine-3-carboxamide